methyl 7-bromo-3-methyl-2,3-dihydrobenzofuran-3-carboxylate BrC1=CC=CC=2C(COC21)(C(=O)OC)C